CC(CNC(=O)C1=CC2=C(N3C(S2)=NC(=C3)C3=CC=C(C=C3)C(NC)=O)C=C1)(C)N1CCOCC1 N-(2-methyl-2-morpholinopropyl)-2-(4-(methylcarbamoyl)phenyl)benzo[d]imidazo[2,1-b]thiazole-7-carboxamide